F[C@H]1C[C@H](N(C1)C(CN1CCC(CC1)NC1=C2C=CC=NC2=C(C=C1)F)=O)C#N (2S,4S)-4-fluoro-1-[2-[4-[(8-fluoro-5-quinolyl)amino]-1-piperidyl]acetyl]pyrrolidine-2-carbonitrile